C(C)(=O)N1CCN(CC1)C1=NC=2[C@]3([C@H](CCC2C(=N1)C1=C(C=CC=C1)F)[C@H](C(C(=C3)C#N)=O)C)C (6aR,7R,10aS)-2-(4-acetylpiperazin-1-yl)-4-(2-fluorophenyl)-7,10a-dimethyl-8-oxo-5,6,6a,7,8,10a-hexahydrobenzo[h]quinazoline-9-carbonitrile